CO[C@@H]1CC23[C@H](C[C@H]4[C@@H]5CC[C@H]([C@@H](CCCC(C)C)C)[C@]5(CC[C@@H]4[C@]2(CC1)C)C)O3 3β-methoxy-5,6α-epoxycholestane